N(N)C(=O)[O-] monohydrazinoformate